N-[(1S)-3-methyl-1-[[(2-oxo-pyrrolidin-3-yl)methylamino]carbamoyl]butyl]-1H-indole-2-carboxamide CC(C[C@@H](C(NNCC1C(NCC1)=O)=O)NC(=O)C=1NC2=CC=CC=C2C1)C